(S)-2,2-difluoro-7-((5-methoxy-7-methyl-1H-indol-4-yl)methyl)-6-(1-methyl-1H-pyrazol-4-yl)-7-azaspiro[3.5]nonane FC1(CC2(C1)C[C@H](N(CC2)CC2=C1C=CNC1=C(C=C2OC)C)C=2C=NN(C2)C)F